C1(CCCCC1)C1(C(NC2=C(C(=CC=C12)F)F)=O)C1=CC=C(C=C1)B1OC(C(O1)(C)C)(C)C 3-cyclohexyl-6,7-difluoro-3-(4-(4,4,5,5-tetramethyl-1,3,2-dioxaborolan-2-yl)phenyl)indolin-2-one